6-(4-nitrobenzyl)-3-(3-cyanobenzyl)-2,3,4,6-tetrahydropyrido[3,4-c][1,8]naphthyridine [N+](=O)([O-])C1=CC=C(CN2C=C3C(C=4C=CC=NC24)=CCN(C3)CC3=CC(=CC=C3)C#N)C=C1